COC1=C(C(=NC=C1)C(=O)O)OC(CC)=O 4-methoxy-3-(propionyloxy)picolinic acid